6-bromo-8-chlorotetrazolo[1,5-a]pyrazine BrC=1N=C(C=2N(C1)N=NN2)Cl